C1=2C=3NN=C(CCC=CCCNC(OCC4=C5C=CNC5=CC=C4OC(=CC=C1)C2)=O)N3 14,25-dioxa-3,4,12,20,31-pentazapentacyclo[24.3.1.12,5.016,24.017,21]hentriaconta-1(30),2(31),4,8,16,18,21,23,26,28-decaen-13-one